NC=1C2=C(N=CN1)N1C(=C2C#CC=2C(=CC3=C(N=C(S3)C3CC3)C2F)F)CN(CC1)C(C=C)=O (4-amino-5-((2-cyclopropyl-4,6-difluorobenzo[d]thiazol-5-yl)ethynyl)-8,9-dihydropyrazino[1',2':1,5]pyrrolo[2,3-d]pyrimidin-7(6H)-yl)prop-2-en-1-one